4-{[(2S)-2,3-dihydroxypropyl]sulfanyl}-N'-hydroxy-1,2,5-oxadiazole-3-carboximidamide O[C@H](CSC=1C(=NON1)C(N)=NO)CO